2-chloro-6-fluorobenzyl-2H-benzo[b][1,4]thiazin ClC1=C(CC2C=NC3=C(S2)C=CC=C3)C(=CC=C1)F